C(=C/C)/NC(OC(C)(C)C)=O tert-Butyl (1Z)-prop-1-en-1-ylcarbamate